5-chloro-4-(4-chloro-2-(pyrrolidin-1-yl)phenoxy)-2-fluoro-N-(1,2,4-thiadiazol-5-yl)benzenesulfonamide 2,2,6,6-tetramethyl-4-piperidinostearate CC(C(=O)O)(CC(CC(CCCCCCCCCCCC)(C)C)N1CCCCC1)C.ClC=1C(=CC(=C(C1)S(=O)(=O)NC1=NC=NS1)F)OC1=C(C=C(C=C1)Cl)N1CCCC1